N-[5-(2-Chloro-5-fluorophenyl)-2-(3,3-difluoroazetidin-1-yl)-7-oxo-5H,6H,7H-pyrrolo[3,4-b]pyridin-4-yl]-3-fluoro-5-(trifluoromethyl)benzamide ClC1=C(C=C(C=C1)F)C1NC(C2=NC(=CC(=C21)NC(C2=CC(=CC(=C2)C(F)(F)F)F)=O)N2CC(C2)(F)F)=O